C1CCC2=C(C=3CCCC3C=C12)NC(=O)N=S(=O)(NC(C1=CC=CC=C1)(C1=CC=CC=C1)C1=CC=CC=C1)C=1C=NN2C1OCC2C N'-((1,2,3,5,6,7-hexahydro-s-indacen-4-yl)carbamoyl)-3-methyl-N-trityl-2,3-dihydropyrazolo[5,1-b]oxazole-7-sulfonimidamide